3-((8-chloro-1-(2,6-dichloro-4-(2-hydroxyethoxy)phenyl)-2-methyl-4-oxo-1,4-dihydro-1,6-naphthyridin-5-yl)oxy)propionamide ClC=1C=NC(=C2C(C=C(N(C12)C1=C(C=C(C=C1Cl)OCCO)Cl)C)=O)OCCC(=O)N